(1r,4r)-N-[(1S)-1-(4-bromophenyl)-2,2,2-trifluoroethyl]-4-hydroxycyclohexane-1-carboxamide BrC1=CC=C(C=C1)[C@@H](C(F)(F)F)NC(=O)C1CCC(CC1)O